N-[4-[2-(morpholinomethyl)phenoxy]-6-phenyl-pyrimidin-2-yl]benzenesulfonamide O1CCN(CC1)CC1=C(OC2=NC(=NC(=C2)C2=CC=CC=C2)NS(=O)(=O)C2=CC=CC=C2)C=CC=C1